Fmoc-alpha-methyl-homophenylalanine C(=O)(OCC1C2=CC=CC=C2C2=CC=CC=C12)N[C@@](CCC1=CC=CC=C1)(C(=O)O)C